ClC=1N=C2N(C=C(C=C2)S(=O)(=O)N([C@@H](C(F)(F)F)C2=CC=C(C=C2)OC)C)C1 chloro-(R)-N-methyl-N-(2,2,2-trifluoro-1-(4-methoxyphenyl)ethyl)imidazo[1,2-a]pyridine-6-sulfonamide